CCC(CC)N1N=CC(=C1)C=1C=2N(C=C(N1)C=1C=NN(C1)CCN1CCOCC1)N=CC2 4-(2-(4-(4-(1-(pent-3-yl)-1H-pyrazol-4-yl)pyrazolo[1,5-a]pyrazin-6-yl)-1H-pyrazol-1-yl)ethyl)morpholine